(1S,3S)-3-((5-(5-((((benzyloxy)carbonyl)amino)methyl)-1-methyl-1H-1,2,3-triazol-4-yl)-3-methylpyrazin-2-yl)oxy)cyclohexane-1-carboxylic acid C(C1=CC=CC=C1)OC(=O)NCC1=C(N=NN1C)C=1N=C(C(=NC1)O[C@@H]1C[C@H](CCC1)C(=O)O)C